2-(3-Ethoxyphenyl)-6-(3-methoxyphenyl)-5,7-dimethyl-2,6-dihydro-1H-pyrrolo[3,4-d]pyridazin-1-one C(C)OC=1C=C(C=CC1)N1N=CC=2C(C1=O)=C(N(C2C)C2=CC(=CC=C2)OC)C